C(C)(C)(C)OC(NCCOC1=CC=C(C=C1)[C@H](C1=CC=CC=C1)C1CCN(CC1)C(=O)N1C[C@@H]2[C@@H](OCC(N2)=O)CC1)=O |&1:16| N-[2-[4-[(SR)-[1-[(4aR,8aS)-3-oxo-4,4a,5,7,8,8a-hexahydropyrido[4,3-b][1,4]oxazine-6-carbonyl]-4-piperidinyl]-phenyl-methyl]phenoxy]ethyl]carbamic acid tert-butyl ester